2-((S)-4-(8-fluoro-7-(8-fluoronaphthalen-1-yl)-2-(((2R,7aS)-2-fluorotetrahydro-1H-pyrrolizin-7a(5H)-yl)methoxy)pyrido[4,3-d]pyrimidin-4-yl)piperazin-2-yl)acetonitrile FC1=C(N=CC2=C1N=C(N=C2N2C[C@@H](NCC2)CC#N)OC[C@]21CCCN1C[C@@H](C2)F)C2=CC=CC1=CC=CC(=C21)F